OCC=1C(=NN(C1)C1OCCCC1)CN1C(C2=CC=C(C=C2C=N1)S(=O)(=O)C1=CC=CC=C1)=O 2-((4-(hydroxymethyl)-1-(tetrahydro-2H-pyran-2-yl)-1H-pyrazol-3-yl)methyl)-6-(phenylsulfonyl)phthalazin-1(2H)-one